2-(8-((cyclobutylmethyl)thio)imidazo[1,5-a]pyridin-3-yl)propan-2-amine C1(CCC1)CSC=1C=2N(C=CC1)C(=NC2)C(C)(C)N